1-decyl-3-ethylpyridinium triflate [O-]S(=O)(=O)C(F)(F)F.C(CCCCCCCCC)[N+]1=CC(=CC=C1)CC